ClC1=C(C=CC=C1B1OC(C(O1)(C)C)(C)C)NC(=O)C1=NN2C([C@@H](CCC2)N2CCC(CC2)C(=O)OC)=C1 Methyl 1-[(4R)-2-[[2-chloro-3-(4,4,5,5-tetramethyl-1,3,2-dioxaborolan-2-yl)phenyl]carbamoyl]-4,5,6,7-tetrahydropyrazolo[1,5-a]pyridin-4-yl]piperidine-4-carboxylate